C(C1=CC=CC=C1)N1CC=2N=C(N=C(C2CC1)N1C[C@@H](N(CC1)C(=O)OC(C)(C)C)CC#N)Cl tert-butyl (2S)-4-(7-benzyl-2-chloro-6,8-dihydro-5H-pyrido[3,4-d]pyrimidin-4-yl)-2-(cyanomethyl)piperazine-1-carboxylate